2,6-Dibenzyloxy-3-(4-bromo-3-methoxy-phenyl)pyridine C(C1=CC=CC=C1)OC1=NC(=CC=C1C1=CC(=C(C=C1)Br)OC)OCC1=CC=CC=C1